C1(CCC1)NC(=O)NC(C(C1=NC=CC(=C1)C(F)(F)F)C1=C(C=CC=C1)F)=O N-(cyclobutylcarbamoyl)-2-(2-Fluorophenyl)-2-(4-(trifluoromethyl)pyridin-2-yl)acetamide